N-(2,4,6-trifluorobenzoyl)-N'-[3,5-dichloro-4-(3-chloro-5-trifluoromethyl-2-pyridyloxy)phenyl]urea FC1=C(C(=O)NC(=O)NC2=CC(=C(C(=C2)Cl)OC2=NC=C(C=C2Cl)C(F)(F)F)Cl)C(=CC(=C1)F)F